6-methyl-N-{[6-(4-methyl-1,4-diazepan-1-yl)pyridin-3-yl]methyl}-2,3-dihydro-1-benzothiophene-2-carboxamide CC1=CC2=C(CC(S2)C(=O)NCC=2C=NC(=CC2)N2CCN(CCC2)C)C=C1